4-((5-(piperidin-1-yl)thiophen-2-yl)methylene)-2-(thiophen-2-yl)oxazol-5(4H)-one N1(CCCCC1)C1=CC=C(S1)C=C1N=C(OC1=O)C=1SC=CC1